O1CCC(=CC1)C=1N(C2=CC=CC=C2C1C1=NC(=NC=N1)NC=1C=C(C(=CC1OC)N(C)CCN(C)C)N)C N4-(4-(2-(3,6-dihydro-2H-pyran-4-yl)-1-methyl-1H-indol-3-yl)-1,3,5-triazin-2-yl)-N1-(2-(dimethylamino)ethyl)-5-methoxy-N1-methylbenzene-1,2,4-triamine